ClC=1C=C(C=CC1C#N)N1N=C2C=3C=CC(=NC3CC[C@@H]2[C@@H]1C1CCCC1)C(=O)OCC (3S,3aR)-ethyl 2-(3-chloro-4-cyanophenyl)-3-cyclopentyl-3,3a,4,5-tetrahydro-2H-pyrazolo[3,4-f]quinoline-7-carboxylate